[Si](C)(C)(C(C)(C)C)OCCC1=C(C=C(C=C1)NC(=O)NCC=1C=C2CN(C(C2=CC1)=O)C1C(NC(CC1)=O)=O)Cl 1-(4-[2-[(tert-butyldimethylsilyl)oxy]ethyl]-3-chlorophenyl)-3-[[2-(2,6-dioxopiperidin-3-yl)-1-oxo-3H-isoindol-5-yl]methyl]urea